tert-butyl N-[(S)-[(3S)-7-fluoro-1,2,3,4-tetrahydro-1,5-naphthyridin-3-yl](phenyl)methyl]carbamate FC1=CN=C2C[C@@H](CNC2=C1)[C@H](NC(OC(C)(C)C)=O)C1=CC=CC=C1